6-(3-amino-6-(3-((dimethylamino)methyl)-4-((2R,6S)-2,6-dimethylmorpholino)phenyl)-5-fluoropyrazin-2-yl)-8-fluoro-3,4-dihydroisoquinolin-1(2H)-one NC=1C(=NC(=C(N1)F)C1=CC(=C(C=C1)N1C[C@H](O[C@H](C1)C)C)CN(C)C)C=1C=C2CCNC(C2=C(C1)F)=O